ClC=1C=C2C=NN(C2=CC1N1C[C@H]2CC[C@@H](C1)C2(O)C=2C(=NC(=CC2)C)C)C=2C=NN(C2)C (1R,5S)-3-[5-chloro-1-(1-methylpyrazol-4-yl)indazol-6-yl]-8-(2,6-dimethyl-3-pyridyl)-3-azabicyclo[3.2.1]octan-8-ol